tert-butyl 3-(5-nitro-2-pyridyl)azetidine-1-carboxylate [N+](=O)([O-])C=1C=CC(=NC1)C1CN(C1)C(=O)OC(C)(C)C